BrC=1C=C2C3=C(N(C2=CC1)CCCC)OC1=C3C(C3=CC=CC=C3C1=O)=O 2-bromo-5-n-butyl-5H-naphtho[2',3':4,5]furo[2,3-b]indole-7,12-dione